FC1=CC=C(C=2COC(OCC21)C=2N=C(SC2)C2CCN(CC2)C(CC2=C(C=CC(=C2)C)C)=O)OS(=O)(=O)C 4-[4-(6-fluoro-9-methylsulfonyloxy-1,5-dihydro-3H-2,4-benzodioxepin-3-yl)-2-thiazolyl]-1-[2-(2,5-dimethylphenyl)acetyl]piperidine